water oxalate C(C(=O)O)(=O)O.O